ClC=1NC(C2=C(N1)CCC2)=O 2-chloro-6,7-dihydro-3H-cyclopenta[d]pyrimidin-4(5H)-one